CN1CC(C1)NC(=O)C=1C=C(C=CC1)[C@@H](CC=O)NC(=O)C1=CC2=CC=3C[C@H](CCC3N=C2C=C1)C1(CC1)C (S)-N-((R)-1-(3-((1-methylazetidin-3-yl)carbamoyl)phenyl)-3-oxopropyl)-7-(1-methylcyclopropyl)-5,6,7,8-tetrahydroacridine-2-carboxamide